chlorodibenzo-oxaphosphorin ClC1=CC=CC2=C1C1=C(PO2)C=CC=C1